ClC=1C=C(C=NC1)C=1C=C2C=C(NC2=CC1)C1=CC(=NC=C1)C 5-(5-chloropyridin-3-yl)-2-(2-methylpyridin-4-yl)-1H-indole